C(C)(C)(C)OC(=O)N1CC(C1)OC1=C(C=C(C=C1)C#C)F 3-(4-ethynyl-2-fluorophenoxy)azetidine-1-carboxylic acid tert-butyl ester